FC1=C(C=C2C(=CN(C(C2=C1)=O)C1=CC(=NC=C1C)OC)C(C)C)C1=NN(C(=N1)C(C)(C)O)C 7-Fluoro-6-(5-(2-hydroxypropan-2-yl)-1-methyl-1H-1,2,4-triazol-3-yl)-4-isopropyl-2-(2-methoxy-5-methylpyridin-4-yl)isoquinolin-1(2H)-one